di(heptadecan-9-yl) 8,8'-(9,33-diethyl-11,31-dioxo-10,32-dioxa-19,23-diazahentetracontane-19,23-diyl)dioctanoate C(C)C(CCCCCCCC)OC(CCCCCCCN(CCCN(CCCCCCCC(OC(CCCCCCCC)CC)=O)CCCCCCCC(=O)OC(CCCCCCCC)CCCCCCCC)CCCCCCCC(=O)OC(CCCCCCCC)CCCCCCCC)=O